C(\C=C\C1=CC=CC=C1)=O (trans)-cinnamaldehyde